C(C)(=O)C=1C(=NC(=CC1)N1C=NC2=C1C=CC(=C2)NC=2N=NC(=CC2)C)N2N=NC=C2C#N 3-[3-acetyl-6-[5-[(6-methylpyridazin-3-yl)amino]benzimidazol-1-yl]-2-pyridinyl]triazol-4-carbonitrile